((2R,4R,5R)-5-amino-4-hydroxytetrahydro-2H-pyran-2-yl)((S)-1-(4-fluorophenyl)-3,4-dihydroisoquinolin-2(1H)-yl)methanone N[C@H]1[C@@H](C[C@@H](OC1)C(=O)N1[C@H](C2=CC=CC=C2CC1)C1=CC=C(C=C1)F)O